ClC1=NC=CC(=C1)OC1=C(C=C(C=C1)F)F 2-chloro-4-(2,4-difluorophenoxy)pyridine